bis[bis[4-(3,5-di(trifluoromethyl)benzenesulfonyloxy)-phenyl]phenylsulfonium] perfluorobutane-1,4-disulfonate FC(C(C(C(S(=O)(=O)[O-])(F)F)(F)F)(F)F)(S(=O)(=O)[O-])F.FC(C=1C=C(C=C(C1)C(F)(F)F)S(=O)(=O)OC1=CC=C(C=C1)[S+](C1=CC=CC=C1)C1=CC=C(C=C1)OS(=O)(=O)C1=CC(=CC(=C1)C(F)(F)F)C(F)(F)F)(F)F.FC(C=1C=C(C=C(C1)C(F)(F)F)S(=O)(=O)OC1=CC=C(C=C1)[S+](C1=CC=CC=C1)C1=CC=C(C=C1)OS(=O)(=O)C1=CC(=CC(=C1)C(F)(F)F)C(F)(F)F)(F)F